CN(CCN(CCCCCCCCCC(C(=O)[O-])(CCCCCC)CCCC)CCCCCCCCCC(C(=O)[O-])(CCCCCC)CCCC)CCCCNC(CCCCCCC)=O ((2-(methyl(4-octanamidobutyl)amino)ethyl)azanediyl)bis(nonane-9,1-diyl)bis(2-butyloctanoate)